OC=1C(=C(C=O)C=CC1O)OCC 3,4-dihydroxyethoxybenzaldehyde